FC(C=1C=C(C=CC1)C1N(CCNC1)CCO)(F)F (3-trifluoromethylphenyl)-1-piperazine-ethanol